N-(3-hydroxybenzyl)-2-(7-methoxy-9H-carbazol-2-yl)acetamide OC=1C=C(CNC(CC2=CC=3NC4=CC(=CC=C4C3C=C2)OC)=O)C=CC1